C(CCCCCC)N(CCO)CCCCCCC 2-(diheptanylamino)ethanol